ClC=1C=CC2=C(NC(C(=N2)NC2=C(C(=CC(=C2Cl)OC)OC)Cl)=O)N1 6-chloro-2-(2,6-dichloro-3,5-dimethoxyanilino)pyrido[2,3-b]pyrazin-3(4H)-one